(1r,3r)-ethyl 3-(3-((1-(4-chlorophenyl)-2-oxo-2-(6-(trifluoromethoxy)indolin-1-yl)ethyl)amino)-5-methoxyphenoxy)cyclobutanecarboxylate ClC1=CC=C(C=C1)[C@H](C(N1CCC2=CC=C(C=C12)OC(F)(F)F)=O)NC=1C=C(OC2CC(C2)C(=O)OCC)C=C(C1)OC